ClC1=C(C=CC=C1)C(C)NC(C(OC)OC)=O N-(1-(2-chlorophenyl)ethyl)-2,2-dimethoxyacetamide